2,4-dimethyl-3-(4-((S)-2-(1-methyl-1H-pyrazole-5-carboxamido)-2-((S)-1,2,3,4-tetrahydronaphthalen-1-yl)acetamido)phenyl)pyridine 1-oxide CC1=[N+](C=CC(=C1C1=CC=C(C=C1)NC([C@H]([C@H]1CCCC2=CC=CC=C12)NC(=O)C1=CC=NN1C)=O)C)[O-]